(2'-amino-1,1-biphenyl-2-yl)palladium NC1=C(C=CC=C1)C1=C(C=CC=C1)[Pd]